4-((2,4-dimethoxybenzyl)amino)-N-(1-((4-ethoxy-2-fluorophenyl)amino)-6-methylisoquinolin-5-yl)quinazoline-8-carboxamide COC1=C(CNC2=NC=NC3=C(C=CC=C23)C(=O)NC2=C3C=CN=C(C3=CC=C2C)NC2=C(C=C(C=C2)OCC)F)C=CC(=C1)OC